C1(=CC=CC=C1)N(C(C1=CC=CC=C1)=O)SSN(C(C1=CC=CC=C1)=O)C1=CC=CC=C1 N,N'-dithio-bis(N-phenyl-benzamide)